FC(COC=1C=C(C(=O)NC(C)C2=NC=CN=C2C2=NC=C(C=C2)OCC(F)(F)F)C=C(C1)C(F)(F)F)(F)F 3-(2,2,2-trifluoroethoxy)-N-[1-[3-[5-(2,2,2-trifluoroethoxy)-2-pyridyl]pyrazin-2-yl]ethyl]-5-(trifluoromethyl)benzamide